C(CCCCCCCCCCC)C(C(CCCC)(CCCCCCCCCCCC)C(O)[C@@H](O)CO)=O 1,2-didodecylhexanoyl-sn-glycerol